2-diazo-1,1,1-trifluoro-ethane [N+](=[N-])=CC(F)(F)F